C1=CC=CC=2C3=CC=CC=C3C(C12)COC(=O)NCN1C(C(C(C1CC(C)(C)C)C1=C(C=C(C=C1)Cl)F)C1=CC(=CC=C1)Cl)C(=O)O (((((9H-fluoren-9-yl)methoxy)carbonyl)amino)methyl)-4-(4-chloro-2-Fluorophenyl)-3-(3-chlorophenyl)-5-neopentylpyrrolidine-2-carboxylic acid